C(C)(C)(C)OC(=O)N1CCN(CC1)C1=CC2=C(C=C(S2)C(=O)O)C=C1 6-(4-[(tert-butoxy)carbonyl]piperazin-1-yl)-1-benzothiophene-2-carboxylic acid